4-bromo-3-fluoro-thiophene-2-carboxylic acid BrC=1C(=C(SC1)C(=O)O)F